ethyltris(dimethylsiloxy)silane C(C)[Si](O[SiH](C)C)(O[SiH](C)C)O[SiH](C)C